Octadecaneamine C(CCCCCCCCCCCCCCCCC)N